2-cyclopropyl-7-isopropoxylimidazo[1,2-a]pyridine-6-carboxylic acid C1(CC1)C=1N=C2N(C=C(C(=C2)OC(C)C)C(=O)O)C1